1,3-dimethyl-imidazole iodine [I].CN1CN(C=C1)C